O[C@]12[C@@H]3CC[C@@H]4C[C@H](CC[C@@]4([C@H]3CC[C@@]2([C@H](CC1)C=1C=CC(OC1)=O)C)C)NC(OCCN1CCOCC1)=O 2-Morpholinoethyl ((3S,5R,8R,9S,10S,13R,14S,17R)-14-hydroxy-10,13-dimethyl-17-(2-oxo-2H-pyran-5-yl)hexadecahydro-1H-cyclopenta[a]phenanthren-3-yl)carbamate